methyl (Z)-5-(N'-hydroxycarbamimidoyl)-2-methoxybenzoate O\N=C(/N)\C=1C=CC(=C(C(=O)OC)C1)OC